BrC=1C=CC2=C(C3=C(S2)C=C2C=CC=CC2=C3)C1 2-bromonaphtho[2,3-b]benzothiophene